4-(2-fluoro-6-methoxyphenyl)-N-(5-((5-formylpyrazin-2-yl)methoxy)-1,3,4-thiadiazol-2-yl)-6-methylnicotinamide FC1=C(C(=CC=C1)OC)C1=CC(=NC=C1C(=O)NC=1SC(=NN1)OCC1=NC=C(N=C1)C=O)C